BrC=1C=C2CCCC(C2=CC1)N 6-bromo-1,2,3,4-tetrahydronaphthylamine